(2-phenyl-1H-pyrrolo[2,3-b]pyridin-5-yl) propanoate C(CC)(=O)OC=1C=C2C(=NC1)NC(=C2)C2=CC=CC=C2